FC1=C(C(=O)NCC=2OC=CC2)C=CC=N1 2-fluoro-N-(furan-2-ylmethyl)nicotinamide